C(C1=CC=CC=C1)O[C@@H](CO)[C@H](OCC1=CC=CC=C1)[C@H](O)CO 2,3-di-O-benzyl-D-ribitol